4-(5-chloro-2-(2,2-difluoroacetyl(phenyl)-3-methoxy-6-oxopyridazine-1(6H)-yl)-3-phenylpropanamido)benzoic acid ClC=1C=CC=C(C1)CC(C(=O)NC1=CC=C(C(=O)O)C=C1)N1N=C(C(=C(C1=O)C(C(F)F)=O)C1=CC=CC=C1)OC